O1C(CCCC1)ONC(=O)CCCCCCCC(=O)N N7-((tetrahydro-2H-pyran-2-yl)oxy)heptanedicarboxamide